2-p-methoxyphenyl-3,1-benzoxazine-4-one COC1=CC=C(C=C1)C1=NC2=C(C(O1)=O)C=CC=C2